NC1=C(C=CC=C1C)C1=CC(=CC=C1)C amino-3,3'-dimethyl-[1,1'-biphenyl]